1H-pyrrolo[3,2-c]pyridin-4(5H)-one N1C=CC=2C(NC=CC21)=O